(6S,9S,12S,15S,18R,19R)-9-(aminomethyl)-12-(4,4-difluorocyclohexyl)-19-hexyl-6-((S)-1-hydroxyethyl)-15-isobutyl-16,18-dimethyl-1-oxa-4,7,10,13,16-pentaazanonadecan NC[C@@H](CN[C@@H](CNCCO)[C@H](C)O)NC[C@@H](NC[C@@H](N(C[C@@H](CCCCCCC)C)C)CC(C)C)C1CCC(CC1)(F)F